Tert-butyl ((1R,3S)-3-((7-cyano-5-(isopropylamino)-2,6-naphthyridin-3-yl)amino)cyclopentyl)carbamate C(#N)C1=NC(=C2C=C(N=CC2=C1)N[C@@H]1C[C@@H](CC1)NC(OC(C)(C)C)=O)NC(C)C